FC=1C(=C(C=C(C1)C(C)(C)OC)[C@H](C(=O)O)N1C[C@@H](CC1)OCCCCCC1=NC=2NCCCC2C(=C1)C)OC (R)-2-(3-fluoro-2-methoxy-5-(2-methoxypropan-2-yl)phenyl)-2-((R)-3-((5-(4-methyl-5,6,7,8-tetrahydro-1,8-naphthyridin-2-yl)pentyl)oxy)pyrrolidin-1-yl)acetic acid